[Na].C(CCCCCCC\C=C/CCCCCCCC)NC(\C=C(/C(=O)O)\C1[C@H](O)[C@@H](O)[C@H](O)[C@H](O1)CO)=O N-oleyl-glucosyl-maleamic acid sodium